methyl 4-(methylamino)-1H-indole-2-carboxylate CNC1=C2C=C(NC2=CC=C1)C(=O)OC